C(C)(C)(C)OC([C@H](CC=1SC=C(N1)C=1SC=C(N1)C=1SC=C(N1)C=1SC=C(N1)C(=O)OC)NC(=O)OC(C)(C)C)=O methyl (S)-2'''-(3-(tert-butoxy)-2-((tert-butoxycarbonyl)amino)-3-oxopropyl)-[2,4':2',4'':2'',4'''-quaterthiazole]-4-carboxylate